tert-Butyl (R)-4-(3-cyclopropyl-1-(3,5-difluorophenyl)-1H-pyrrolo[3,2-c]pyridin-4-yl)-2-methylpiperazine-1-carboxylate C1(CC1)C1=CN(C2=C1C(=NC=C2)N2C[C@H](N(CC2)C(=O)OC(C)(C)C)C)C2=CC(=CC(=C2)F)F